CC1(CC1)NC(O[C@H]1C[C@H](CC1)C1=CC(=NN1)NC(CC1=NC=C(C=C1C)Cl)=O)=O (1R,3S)-3-(3-{[(5-chloro-3-methylpyridin-2-yl)-acetyl]amino}-1H-pyrazol-5-yl)cyclopentyl (1-meth-ylcyclopropyl)carbamate